methyl 2-((1R,5S,6s)-3-(8,8-difluoro-2-(methylsulfonyl)-5,6,7,8-tetrahydroquinazolin-4-yl)-3-azabicyclo[3.1.0]hexan-6-yl)acetate FC1(CCCC=2C(=NC(=NC12)S(=O)(=O)C)N1C[C@@H]2C([C@@H]2C1)CC(=O)OC)F